2-(3,5-Dichloro-4-(4-hydroxy-3-isopropylbenzyl)phenoxy)-N-(3,4-dimethylisoxazol-5-yl)acetamide ClC=1C=C(OCC(=O)NC2=C(C(=NO2)C)C)C=C(C1CC1=CC(=C(C=C1)O)C(C)C)Cl